S(=O)(=O)([O-])[O-].[Co+2].[Cu+2].S(=O)(=O)([O-])[O-] copper-cobalt sulfate